1-[4-(2-Hydroxyethoxy)-phenyl]-2-hydroxy-methylpropanol OCCOC1=CC=C(C=C1)C(C(C)O)(O)C